FC1=C(C(=CC(=C1)C1NCCCC1)C)N1N=C(C=2C1=CN=CC2)C=2C=NN(C2)C (2-fluoro-6-methyl-4-(piperidin-2-yl)phenyl)-3-(1-methyl-1H-pyrazol-4-yl)-1H-pyrazolo[3,4-c]pyridine